4-trifluoromethylphenylalanine FC(C1=CC=C(C[C@H](N)C(=O)O)C=C1)(F)F